CN(C1=CC=2N(C=C1)C=C(N2)C2=CC=C(C=C2)O)C 4-[7-(dimethylamino)imidazo[1,2-a]pyridin-2-yl]phenol